phenyl (2-methylpyrazolo[1,5-a]pyridin-5-yl)carbamate CC1=NN2C(C=C(C=C2)NC(OC2=CC=CC=C2)=O)=C1